tert-butyl 4-(5-((2,6-dioxopiperidin-3-yl)amino)pyrazin-2-yl)piperidine-1-carboxylate O=C1NC(CCC1NC=1N=CC(=NC1)C1CCN(CC1)C(=O)OC(C)(C)C)=O